BrC=1C(=NC=C(C1)F)N[C@H](C)C=1C=C(C=C2C(N(C(=NC12)N1CCOCC1)C)=O)C 8-[(1R)-1-[(3-bromo-5-fluoro-2-pyridyl)amino]ethyl]-3,6-dimethyl-2-morpholino-quinazolin-4-one